6-(4-(4-isopropylpiperazin-1-yl)phenyl)-8-methyl-2-(4-(methylsulfonyl)phenyl)-5,6,7,8-tetrahydro-[1,2,4]triazolo[1,5-a]pyridine C(C)(C)N1CCN(CC1)C1=CC=C(C=C1)C1CC(C=2N(C1)N=C(N2)C2=CC=C(C=C2)S(=O)(=O)C)C